(S)-8-(2-amino-6-((R)-1-(4-(cinnolin-6-yl)phenyl)-2,2,2-trifluoroethoxy)pyrimidin-4-yl)-2,8-diazaspiro[4.5]decane-3-carboxylic acid NC1=NC(=CC(=N1)N1CCC2(C[C@H](NC2)C(=O)O)CC1)O[C@@H](C(F)(F)F)C1=CC=C(C=C1)C=1C=C2C=CN=NC2=CC1